FC1=CC=C(C=C1)N(S(=O)(=O)C1=CC=C(C=C1)NC(NCC=1C=NC=CC1)=O)C 3-{4-[(4-fluorophenyl)(methyl)sulfamoyl]phenyl}-1-(pyridin-3-ylmethyl)urea